5-(ethoxycarbonyl)-5-methyl-2-pyrazoline-3-carboxylate C(C)OC(=O)C1(CC(=NN1)C(=O)[O-])C